CC12C=CC(CC1C)C2 1,6-dimethylnorbornene